C(C1=CC=CC=C1)OC(=O)N1CCC(CC1)CN1N=NC(=C1)CN1[C@H](CN(CC1)C(=O)OC(C)(C)C)C tert-butyl (3S)-4-[[1-[(1-benzyloxycarbonyl-4-piperidinyl) methyl] triazol-4-yl] methyl]-3-methyl-piperazine-1-carboxylate